CC(C(=O)O)(CCCCCCCC)C dimethyl-decanoic acid